FC(C(C(C(C(C(F)(F)F)(F)F)(F)F)(F)F)(F)F)(C=C)F 2-(perfluorohexyl)-ethylene